(S)-2-((R)-8-(2,4-dichlorophenyl)-2-hydroxyoctyl)-2-hydroxysuccinic acid ClC1=C(C=CC(=C1)Cl)CCCCCC[C@H](C[C@@](C(=O)O)(CC(=O)O)O)O